6-[(2,6-difluoro-4-pyridyl)amino]-3-methoxy-N-(1-methylcyclobutyl)pyridine-2-carboxamide FC1=NC(=CC(=C1)NC1=CC=C(C(=N1)C(=O)NC1(CCC1)C)OC)F